CCCCC/C=C\C/C=C\CCCCCCCCCCCC(=O)OC[C@H](COP(=O)(O)OC[C@@H](C(=O)O)N)OC(=O)CCC/C=C\C/C=C\C/C=C\C/C=C\CCCCC 1-(13Z,16Z-docosadienoyl)-2-(5Z,8Z,11Z,14Z-eicosatetraenoyl)-glycero-3-phosphoserine